(1s,4s)-4-(6-(Azetidin-3-yloxy)-5-methyl-2-oxo-1,2-dihydroquinazolin-3(4H)-yl)-N-(3-methoxy-4-methylphenyl)cyclohexanecarboxamide N1CC(C1)OC=1C(=C2CN(C(NC2=CC1)=O)C1CCC(CC1)C(=O)NC1=CC(=C(C=C1)C)OC)C